6-methoxyquinolin-1-ium COC=1C=C2C=CC=[NH+]C2=CC1